benzyl N-[4-[6-[(4-fluoro-3-methoxy-phenyl)-methyl-carbamoyl]imidazo[1,2-a]pyrazin-3-yl]phenyl]carbamate FC1=C(C=C(C=C1)N(C(=O)C=1N=CC=2N(C1)C(=CN2)C2=CC=C(C=C2)NC(OCC2=CC=CC=C2)=O)C)OC